C(C)(C)(C)C=1C=C(C=C(C1O)C)C=CC(=O)OCCOCCOCCOC(C=CC1=CC(=C(C(=C1)C)O)C(C)(C)C)=O triethylene glycol bis(beta-(3-tert-butyl-4-hydroxy-5-methylphenyl) acrylate)